N1(N=CC=C1)[Ir+2] (1-pyrazolyl)iridium (III)